6-(4-((4-((5-(Trifluoromethyl)pyridin-2-yl)amino)piperidin-1-yl)sulfonyl)phenyl)oxazolo[4,5-b]pyridin-2(3H)-one FC(C=1C=CC(=NC1)NC1CCN(CC1)S(=O)(=O)C1=CC=C(C=C1)C=1C=C2C(=NC1)NC(O2)=O)(F)F